FC=1C=C2OCCCCN3N=NC4=C3C=CC(C(C3=CC=C5CCN(C(C1C(=C2)F)=O)CC5=C3)CC(=O)O)=C4C [18,30-difluoro-32-methyl-20-oxo-15-oxa-8,9,10,21-tetrazahexacyclo[19.5.3.216,19.13,7.06,10.024,28]dotriaconta-1(26),3(32),4,6,8,16,18,24,27,30-decaen-2-yl]acetic acid